C1(=CC=C(C=C1)C1=CC(N(CC1)S(=O)(=O)C1=CC=C(C)C=C1)=O)C dl-4-(p-tolyl)-1-p-toluenesulfonyl-5,6-dihydropyridin-2(1H)-one